C1=CC=C(C2=CC=CC=C12)C1=CC2=CC3=CC(=CC=C3C=C2C=C1)C1=CC=CC2=CC=CC=C12 2,7-bis(4-naphthyl)anthracene